7-Isopropoxy-3-methyl-5-(methylsulfonyl)-3H-[1,2,3]triazolo[4,5-d]pyrimidine C(C)(C)OC=1C2=C(N=C(N1)S(=O)(=O)C)N(N=N2)C